1-(pyrimidin-2-yl)pyrrolidin-3-yl 2-(3,5-dichlorophenyl)benzo[d]oxazole-6-carboxylate ClC=1C=C(C=C(C1)Cl)C=1OC2=C(N1)C=CC(=C2)C(=O)OC2CN(CC2)C2=NC=CC=N2